Cl.C(C1=CC=CC=C1)SC1=CC=C(C=N1)NC([C@H](CC1=CC=CC=C1)NC)=O (S)-N-(6-(benzylsulfanyl)pyridin-3-yl)-2-(methylamino)-3-phenylpropionamide hydrochloride